O.O=C1NC=CC2=C(C=CC=C12)N1N=CC(=C1C(F)(F)F)C(=O)NC1=CC(=NC=C1)C(F)(F)F 1-(1-oxo-1,2-dihydroisoquinolin-5-yl)-5-(trifluoromethyl)-N-(2-(trifluoromethyl)pyridin-4-yl)-1H-pyrazole-4-carboxamide monohydrate